N-(3-((1s,3s)-3-methyl-1-(4-methyl-4H-1,2,4-triazol-3-yl)cyclobutyl)phenyl)-5-(((2-methylbutyl)amino)methyl)-2-oxo-1-(2,2,2-trifluoroethyl)-1,2-dihydropyridine-3-carboxamide CC1CC(C1)(C1=NN=CN1C)C=1C=C(C=CC1)NC(=O)C=1C(N(C=C(C1)CNCC(CC)C)CC(F)(F)F)=O